(S)-6-((4-((2-hydroxy-1-phenylethyl)amino)-5-(3-(quinuclidin-4-yl)-1,2,4-oxadiazol-5-yl)pyridin-2-yl)amino)-3,4-dimethyl-1H-isochromen-1-one OC[C@H](C1=CC=CC=C1)NC1=CC(=NC=C1C1=NC(=NO1)C12CCN(CC1)CC2)NC=2C=C1C(=C(OC(C1=CC2)=O)C)C